C(#N)C1=C2C(=CN=C1)NC(=C2)C(=O)NC2CCCCCCC2 4-cyano-N-cyclooctyl-1H-pyrrolo[2,3-c]pyridine-2-carboxamide